CC1(OB(OC1(C)C)C=1C=C2C(=NC1)COCC2)C 3-(4,4,5,5-tetramethyl-1,3,2-dioxaborolan-2-yl)-5,8-dihydro-6H-pyrano[3,4-b]pyridine